FC1=C(C(=C(C=C1OC)OC)F)C1=CC2=C(N=C(N=C2)N[C@H]2[C@H](COC2)NC(C=C)=O)C(=N1)NCC1OCCC1 N-((3R,4S)-4-((6-(2,6-difluoro-3,5-dimethoxyphenyl)-8-(((tetrahydrofuran-2-yl)methyl)amino)pyrido[3,4-d]pyrimidin-2-yl)amino)tetrahydrofuran-3-yl)acrylamide